C(C)(C)OC(N[C@@H]1CC[C@H](CC1)C=1SC(=CN1)C1=C(C=C(C=C1)CC=1NC=CN1)S(NCC)(=O)=O)=O Trans-N-[4-[5-[2-(ethylsulfamoyl)-4-(1H-imidazol-2-ylmethyl)phenyl]thiazol-2-yl]cyclohexyl]carbamic acid isopropyl ester